3-(2-(dimethylamino)ethyl)-1H-indol-1-yl-methanone CN(CCC1=CN(C2=CC=CC=C12)C=O)C